C12(CC3CC(CC(C1)C3)C2)NC(=O)C2=C(C3=C(N(C2=O)CCCC)CNN3CCO)O N-(adamantan-1-yl)-4-(1-butyl)-4,5-dihydro-7-hydroxy-1-(2-hydroxyethyl)-5-oxo-2H-pyrazolo[4,3-b]pyridin-6-carboxamide